phenyl-N-benzyloxycarbonyl-3-pyrrolidone C1(=CC=CC=C1)C1N(CCC1=O)C(=O)OCC1=CC=CC=C1